5-ethyl-1-(3-fluoropyridin-2-yl)-1H-pyrazole C(C)C1=CC=NN1C1=NC=CC=C1F